1-[3-(2,5-dichloropyrimidin-4-yl)phenyl]pyridin-2-one ClC1=NC=C(C(=N1)C=1C=C(C=CC1)N1C(C=CC=C1)=O)Cl